5-(2-methoxy-2-methylpropoxy)-4-(3-methoxypyridin-2-yl)-6-oxopyran-2-carboxylic acid COC(COC1=C(C=C(OC1=O)C(=O)O)C1=NC=CC=C1OC)(C)C